ClC=1C=C(C(=NC1)C#N)OCC1=CC=C(C=C1)OC 5-chloro-3-((4-methoxybenzyl)oxy)pyridinecarbonitrile